Cl.N1NC(C=2C1=C1C(=NC2)NC=C1)=O 1,2-dihydropyrazolo[3,4-d]Pyrrolo[2,3-b]Pyridin-3(6H)-one hydrochloride